3-{3-Methyl-2-oxo-4-[3-(piperazin-1-yl)prop-1-yn-1-yl]-1,3-benzodiazol-1-yl}piperidine-2,6-dione trifluoroacetate FC(C(=O)O)(F)F.CN1C(N(C2=C1C(=CC=C2)C#CCN2CCNCC2)C2C(NC(CC2)=O)=O)=O